B(C1=NC(=CC=C1)OCCC)(O)O 6-(N-PROPOXY)PYRIDINE-2-BORONIC ACID